ONC(=O)C1=CC2=C(OCC(N2CC2=CC(=CC=C2)OC)=O)C=C1 N-hydroxy-4-(3-methoxybenzyl)-3-oxo-3,4-dihydro-2H-benzo[b][1,4]oxazine-6-carboxamide